Vinylbenzylaminoethylpropyltrimethoxysilan C(=C)C(O[Si](OC)(OC)CCC)CCNCC1=CC=CC=C1